[SiH3][Zr](C1C=C(C=C1)C)C1(C(=C(C(=C1)C)C)C)C silyl-(tetramethylcyclopentadienyl)(3-methylcyclopentadienyl)zirconium